2,6-dichloro-3-fluorobenzene ClC1=CC(=CC=C1F)Cl